N'-(4-chlorophenyl)-1-(methylamino)cyclobutane-1-carbohydrazide ClC1=CC=C(C=C1)NNC(=O)C1(CCC1)NC